Methyl 4-([[1-(2,6-dioxopiperidin-3-yl)-3-methyl-2-oxo-1,3-benzodiazol-5-yl]amino]methyl)cyclohexane-1-carboxylate O=C1NC(CCC1N1C(N(C2=C1C=CC(=C2)NCC2CCC(CC2)C(=O)OC)C)=O)=O